6-allyl-2-methyl-3,6-dihydro-4H-[1,4]oxazine C(C=C)C1CNCC(O1)C